The molecule is a phosphosphingolipid that is 15-methylhexadecasphing-4-enine substituted at position 1 by a phosphocholine moiety It is a member of phosphocholines, a phosphosphingolipid and an ammonium betaine. It derives from a 15-methylhexadecasphing-4-enine. It is a conjugate base of a 15-methylhexadecasphing-4-enine-1-phosphocholine(1+). CC(C)CCCCCCCCC/C=C/[C@H]([C@H](COP(=O)([O-])OCC[N+](C)(C)C)N)O